C(#N)C=1C=C(C=CC1C=1C=NN(C1)C)N(C(C)=O)[C@@H]1CC[C@H](CC1)NC1=NC=C(C=C1)C#N N-(3-cyano-4-(1-methyl-1H-pyrazol-4-yl)phenyl)-N-(trans-4-((5-cyanopyridin-2-yl)amino)cyclohexyl)acetamide